CC1=NN2C(C(=CC=C2)CO)=C1 (2-methylpyrazolo[1,5-a]pyridin-4-yl)methanol